4-[4-(4-(1-ethylisoquinolin-6-yl)-phenoxy)-piperidin-1-yl]-(R)-tetrahydrofuran-2-yl-methanone C(C)C1=NC=CC2=CC(=CC=C12)C1=CC=C(OC2CCN(CC2)C2C[C@@H](OC2)C=O)C=C1